(+/-)-2-methylundecenal CC(C=O)=CCCCCCCCC